bis-(p-sulfophenyl)disulfide, disodium salt [Na+].[Na+].S(=O)(=O)([O-])C1=CC=C(C=C1)SSC1=CC=C(C=C1)S(=O)(=O)[O-]